(4-methyl-5-(trifluoromethyl)-2-((trimethylsilyl)ethynyl)phenyl)acetamide CC1=CC(=C(C=C1C(F)(F)F)CC(=O)N)C#C[Si](C)(C)C